FC1=CC=C(CN(C(C2=C(C=C(C(=C2)C(C)C)O)O)=O)C)C=C1 N-(4-Fluorobenzyl)-2,4-dihydroxy-5-isopropyl-N-methylbenzamide